N-(8,9-difluoro-6-oxo-1,2,3,4,5,6-hexahydrobenzo[c][1,7]naphthyridin-1-yl)-N-methyl-2,3-dihydro-1H-indene-5-carboxamide FC=1C(=CC2=C(C(NC=3CNCC(C23)N(C(=O)C=2C=C3CCCC3=CC2)C)=O)C1)F